4-(3-isopropyl-5-(piperidin-4-yl)-1H-indol-2-yl)-1,3-dihydro-2H-pyrrolo[2,3-b]pyridin-2-one C(C)(C)C1=C(NC2=CC=C(C=C12)C1CCNCC1)C1=C2C(=NC=C1)NC(C2)=O